C1(CC1)N1N=CC(=C1)[C@@H]1O[C@@H](C[C@@H](C1)C=1C=C(C=2N(C(C(=C(N2)C)C)=O)C1)C1=C(C=C(C=C1)F)F)C 7-[(2R,4S,6R)-2-(1-cyclopropylpyrazol-4-yl)-6-methyl-tetrahydropyran-4-yl]-9-(2,4-difluorophenyl)-2,3-dimethyl-pyrido[1,2-a]pyrimidin-4-one